ClC1=C2C(N3C(=NC2=CC(=C1)Cl)C(C1=CC(=CC=C13)[N+](=O)[O-])=O)=O 1,3-dichloro-8-nitroindolo[2,1-b]quinazoline-6,12-dione